BrCC1(CC1)S(=O)(=O)C1(CC1)C1OC(OC1)(C)C 4-(1-((1-(bromomethyl)cyclopropyl)sulfonyl)cyclopropyl)-2,2-dimethyl-1,3-dioxolane